6-chloro-7-(5-methyl-1H-indazol-4-yl)-4-((2S)-2-methyl-4-(2-propenoyl)-1-piperazinyl)-1-(2-(2-propanyl)phenyl)-2(1H)-quinazolinone ClC=1C=C2C(=NC(N(C2=CC1C1=C2C=NNC2=CC=C1C)C1=C(C=CC=C1)C(C)C)=O)N1[C@H](CN(CC1)C(C=C)=O)C